(S)-2-amino-3-(4-chloro-2-methyl-1H-indol-3-yl)propanoic acid N[C@H](C(=O)O)CC1=C(NC2=CC=CC(=C12)Cl)C